2-FURYLACETIC ACID O1C(=CC=C1)CC(=O)O